(R)-6-bromo-4-(3-(difluoromethyl)benzyl)-8-fluoro-2-methyl-7-nitro-2H-benzo[b][1,4]oxazin-3(4H)-one BrC1=CC2=C(O[C@@H](C(N2CC2=CC(=CC=C2)C(F)F)=O)C)C(=C1[N+](=O)[O-])F